C(C)(C)(C)OC(=O)N[C@H](C1=NC2=C(N1)C=CC(=C2F)C2C(COC2)C(=O)O)C2CCCC2 4-{2-[(S)-(tert-Butoxycarbonylamino)(cyclopentyl)methyl]-4-fluoro-1H-benzimidazol-5-yl}tetrahydro-furan-3-carboxylic acid